tert-butyl (3s)-4-(4-bromophenyl)-3-methylpiperazine-1-carboxylate BrC1=CC=C(C=C1)N1[C@H](CN(CC1)C(=O)OC(C)(C)C)C